3-((5-(3-fluorophenyl)pyrimidin-2-yl)amino)-N-(2,3,4-trifluorobenzyl)benzamide FC=1C=C(C=CC1)C=1C=NC(=NC1)NC=1C=C(C(=O)NCC2=C(C(=C(C=C2)F)F)F)C=CC1